O=C1N(C(C2=CC=CC=C12)=O)CC(=O)Cl 2-(1,3-Dioxoisoindolin-2-yl)acetyl chloride